COC=1C(=C2C=CNC2=C(C1)C)CN1[C@H](C[C@@H](CC1)OC(F)(F)F)C1=CC=C(C(=O)O)C=C1 4-((2R,4R)-1-((5-methoxy-7-methyl-1H-indol-4-yl)methyl)-4-(trifluoromethoxy)piperidin-2-yl)benzoic acid